FC=1C=CC(=C(C1)[C@@H](C)N[S@](=O)C(C)(C)C)O (R)-N-((R)-1-(5-fluoro-2-hydroxyphenyl)ethyl)-2-methylpropane-2-sulfinamide